benzyl (S)-3-(hydroxymethyl)-3-methoxypyrrolidine-1-carboxylate OC[C@]1(CN(CC1)C(=O)OCC1=CC=CC=C1)OC